(Z)-3-methoxy-2-[2-methyl-5-(3-propylpyrazol-1-yl)phenoxy]prop-2-enoate CO\C=C(\C(=O)[O-])/OC1=C(C=CC(=C1)N1N=C(C=C1)CCC)C